The molecule is a tripeptide composed of L-phenylalanine and two L-proline units joined by peptide linkages. It has a role as a metabolite. It derives from a L-phenylalanine and a L-proline. C1C[C@H](N(C1)C(=O)[C@@H]2CCCN2C(=O)[C@H](CC3=CC=CC=C3)N)C(=O)O